NC1[C@H]2[C@@H]3CC[C@H]([C@@H](CCCC(O)C4=C(C=CC=C4F)F)C)[C@]3(CC[C@@H]2[C@]2(CCCC[C@@H]2C1)C)C 7-amino-24-[(2,6-difluorophenyl)(hydroxy)methyl]-5alpha-cholan